4-(Hydroxymethyl)-2-methyl-4,5,8,9,10,11-hexahydropyrido[4',3':3,4]pyrazolo[5,1-d]-[1,2,5]oxadiazepin-1(2H)-one OCC1CN2C(C(N(O1)C)=O)=C1C(=N2)CCNC1